triethanolamine N-myristoyl-aspartate C(CCCCCCCCCCCCC)(=O)N[C@@H](CC(=O)O)C(=O)O.N(CCO)(CCO)CCO